tert-butyl 3-(2-ethyl-4-(4,4,5,5-tetramethyl-1,3,2-dioxaborolan-2-yl)benzamido)azetidine-1-carboxylate C(C)C1=C(C(=O)NC2CN(C2)C(=O)OC(C)(C)C)C=CC(=C1)B1OC(C(O1)(C)C)(C)C